1-allyloxy-3-bromo-benzene C(C=C)OC1=CC(=CC=C1)Br